diphenyl[4-(phenylthio)phenyl]-sulfonium hexafluorophosphate F[P-](F)(F)(F)(F)F.C1(=CC=CC=C1)[S+](C1=CC=C(C=C1)SC1=CC=CC=C1)C1=CC=CC=C1